3-(2-fluoro-4-phenoxyphenyl)-1-((2'S)-2'-methyl-[1,4'-bipiperidin]-4-yl)-1H-pyrazolo[3,4-d]pyrimidin-4-amine FC1=C(C=CC(=C1)OC1=CC=CC=C1)C1=NN(C2=NC=NC(=C21)N)C2CCN(CC2)C2C[C@@H](NCC2)C